[OH-].[OH-].[OH-].C(CC(C)C)[Hf+3] monoisopentyl-hafnium trishydroxide